CC1=C(C(=O)NC2(CC2)C2=C3C=CC=NC3=CC(=C2)C=C)C=C(C=C1)OCC1N(CCC1)C 2-Methyl-5-((1-methylpyrrolidin-2-yl)methoxy)-N-(1-(7-vinylquinolin-5-yl)cyclopropyl)benzamide